C(C)(C)(C)OC(=O)N1[C@@H](CN(C[C@@H]1C)C1=C2N=CC=NC2=C(C=C1)C(NC1=C2C=NN(C2=CC=C1)C)=O)C.C(#N)C=1C(=NC=CC1)C=CC1=CC=CC=C1 cyano-styryl-pyridine tert-butyl-(2R,6S)-2,6-dimethyl-4-[8-[(1-methylindazol-4-yl)carbamoyl]quinoxalin-5-yl]piperazine-1-carboxylate